C1(CC1)C1=NC(=NC(=C1B1OC(C(O1)(C)C)(C)C)OC)CCC 4-cyclopropyl-6-methoxy-2-propyl-5-(4,4,5,5-tetramethyl-1,3,2-dioxaborolan-2-yl)pyrimidine